N1=C(C=CC=C1)C=1C=NC(=NC1)OC(C)C1=NC=CC=C1 5-(pyridin-2-yl)-2-(1-(pyridin-2-yl)ethoxy)pyrimidine